8-(4-hydroxyphenoxymethyl)-tetracyclo[4.4.0.12,5.17,10]-3-dodecene OC1=CC=C(OCC2C3C4C5C=CC(C4C(C2)C3)C5)C=C1